(Z)-3-(3-(3,5-bis(trifluoromethyl)phenyl)-1H-1,2,4-triazol-1-yl)-N-(1-oxoisoindolin-2-yl)acrylamide FC(C=1C=C(C=C(C1)C(F)(F)F)C1=NN(C=N1)\C=C/C(=O)NN1C(C2=CC=CC=C2C1)=O)(F)F